(R)-2,5-dichloro-N-(2-((1-(4,8-dioxo-1,3,6,2-dioxathiaborocan-2-yl)-3-methylbutyl)amino)-2-oxoethyl)benzamide ClC1=C(C(=O)NCC(=O)N[C@@H](CC(C)C)B2OC(CSCC(O2)=O)=O)C=C(C=C1)Cl